3,3'-(3-(4,6-diphenyl-1,3,5-triazin-2-yl)-6-(6-phenylpyridin-2-yl)-1,2-phenylene)bis(9-phenyl-9H-carbazole) C1(=CC=CC=C1)C1=NC(=NC(=N1)C1=CC=CC=C1)C=1C(=C(C(=CC1)C1=NC(=CC=C1)C1=CC=CC=C1)C=1C=CC=2N(C3=CC=CC=C3C2C1)C1=CC=CC=C1)C=1C=CC=2N(C3=CC=CC=C3C2C1)C1=CC=CC=C1